Cl.C(C)NN ethylhydrazine hydrochloride salt